4-chloro-3-fluoro-6,7-dihydro-5H-cyclopenta[b]pyridin ClC1=C2C(=NC=C1F)CCC2